C(C1=CC=CC=C1)=C1CC2=CC(=CC=C2CC1)Br 2-benzylidene-7-bromo-3,4-dihydronaphthalen